CS(=O)(=O)C1=C2C(C(=NN(C2=CC=C1)C1=CC=C(C=C1)OC(F)(F)F)C(SCCC(C)C)=O)=O S-isopentyl 5-methylsulfonyl-4-oxo-1-[4-(trifluoromethoxy)phenyl]cinnoline-3-carbothioate